FC=1C=C(C=CC1F)[C@H]1[C@@H](CN(C1)CCOC)NC(=O)NC1=C(C(=NN1C=1C=NC=C(C1)F)C=1C=NN(C1)C)C ((3S,4R)-4-(3,4-difluorophenyl)-1-(2-methoxyethyl)pyrrolidin-3-yl)-3-(1-(5-fluoropyridin-3-yl)-1',4-dimethyl-1H,1'H-[3,4'-bipyrazol]-5-yl)urea